CC1(CCC(CC1)OC=1C=CC(=C(C1)NC(=O)C1N(C(CC1)=O)C)OC)C N-(5-((4,4-Dimethylcyclohexyl)oxy)-2-methoxyphenyl)-1-methyl-5-oxo-pyrrolidine-2-carboxamide